FC1=C(C(=CC=C1F)OC)C(OC=1C(=C(C=CC1OC)C1(SC=C2NC(NC(C21)=O)=O)C(=O)O)F)([2H])[2H] 5-(((2,3-difluoro-6-methoxyphenyl)methoxy-d2)-2-fluoro-4-methoxyphenyl)-2,4-dioxo-1,2,3,4-tetrahydrothieno[3,4-d]pyrimidine-5-carboxylic acid